4-((2S,5S)-8-chloro-2,3-dihydro-2,5-methanobenzo[f][1,4]oxazepin-4(5H)-yl)-3,3-dimethyl-4-oxobutanenitrile ClC1=CC2=C([C@H]3N(C[C@@H](O2)C3)C(C(CC#N)(C)C)=O)C=C1